ClC1=NC(=CC=C1C1=C(C2=C(CCC1)C=C(C=C2)O)C2=CC=C(C=C2)O[C@@H]2CN(CC2)CCCF)Cl 6-(2,6-dichloro-3-pyridyl)-5-[4-[(3S)-1-(3-fluoropropyl)pyrrolidin-3-yl]oxyphenyl]-8,9-dihydro-7H-benzo[7]annulen-2-ol